C1(CC1)C=1N=CN(C1)C1=CC(=NC=C1N1C[C@@H](CC1)O)C(=O)NC1=CC=CC=2C=3N([C@H](COC21)C)N=NN3 4-(4-cyclopropyl-1H-imidazol-1-yl)-5-((R)-3-hydroxypyrrolidin-1-yl)-N-((S)-5-methyl-5,6-dihydrobenzo[f]tetrazolo[1,5-d][1,4]oxazepin-8-yl)picolinamide